(S)-4-(6-chloro-2-morpholinopyrimidin-4-yl)-3-methylmorpholine ClC1=CC(=NC(=N1)N1CCOCC1)N1[C@H](COCC1)C